C(CCCCCCCCCCCCCCCCCCC)NCCCCCCCCCCCCCCCCCCCC di(icosyl)amine